CC1(CCC=2C=NNC2C1)C 6,6-dimethyl-4,5,6,7-tetrahydro-1H-indazole